CC1=C(C(=CC(=C1)C)C1=CC=CC=C1)N 3,5-dimethyl-[1,1']biphenyl-2-amine